CC1(CCN(CC1)C=1OC2=C(C=C(C=C2C(C1)=O)C)[C@@H](C)NC1=C(C=NN1C)C(=O)O)C (R)-5-((1-(2-(4,4-dimethylpiperidin-1-yl)-6-methyl-4-oxo-4H-chromen-8-yl)ethyl)amino)-1-methyl-1H-pyrazole-4-carboxylic acid